(S)-tert-Butyl 4'-((5-((1-(4-nitrophenyl)ethyl)carbamoyl)-1H-indol-1-yl)methyl)-[1,1'-biphenyl]-2-carboxylate [N+](=O)([O-])C1=CC=C(C=C1)[C@H](C)NC(=O)C=1C=C2C=CN(C2=CC1)CC1=CC=C(C=C1)C=1C(=CC=CC1)C(=O)OC(C)(C)C